COC(=O)C=1C=C(C2=C(N(N=N2)C/C(=C/CN)/F)C1)C1=CC(=CC=C1)P(=O)(OCC)OCC (Z)-1-(4-amino-2-fluorobut-2-en-1-yl)-4-(3-(diethoxyphosphoryl)phenyl)-1H-benzo[d][1,2,3]triazole-6-carboxylic acid methyl ester